Dinaphthothiophen C1=CC=CC=2C=CC3=C(C4=C(S3)C=3C=CC=CC3C=C4)C12